C(C1=CC=CC=C1)S(=O)(=O)NC(=O)C1=NN=C(N1C1=C(C=CC=C1OC)OC)C1=CC(=NO1)C1CC1 N-(benzylsulfonyl)-5-(3-cyclopropylisoxazol-5-yl)-4-(2,6-dimethoxyphenyl)-4H-1,2,4-triazole-3-carboxamide